ClC=1C(=NC=CN1)NS(=O)(=O)C(F)(F)F N-(3-chloropyrazin-2-yl)-1,1,1-trifluoromethanesulfonamide